(4-(((6,7-dimethoxyquinazolin-4-yl)oxy)methyl)phenyl)(imino)(methyl)-λ6-sulfanone COC=1C=C2C(=NC=NC2=CC1OC)OCC1=CC=C(C=C1)S(=O)(C)=N